4-Fluoro-3-methoxy-2,6-dimethylaniline FC1=C(C(=C(N)C(=C1)C)C)OC